N,N-dimethyl-1-phenylmethylamine CN(C)CC1=CC=CC=C1